CC1=CC=C(C(=O)O[C@H](C(=O)O)[C@@H](C(=O)O)OC(C2=CC=C(C=C2)C)=O)C=C1 (2S,3S)-2,3-BIS[(4-METHYLBENZOYL)OXY]-BUTANEDIOIC ACID